BrC1=CC=2C(C3=CC=CC=C3C2C=C1)C1=CC(=C(C(=C1)C)OC)C 2-bromo-9-(4-methoxy-3,5-dimethylphenyl)-9H-fluorene